3-(7-((1-(4'-Fluoro-[1,1'-biphenyl]-3-carbonyl)piperidin-4-yl)oxy)-1-methyl-1H-indazol-3-yl)piperidine-2,6-dione FC1=CC=C(C=C1)C1=CC(=CC=C1)C(=O)N1CCC(CC1)OC=1C=CC=C2C(=NN(C12)C)C1C(NC(CC1)=O)=O